5-[(3R)-3-(tert-butoxycarbonylamino)-4-oxo-3,5-dihydro-2H-1,5-benzothiazepin-7-yl-1,3,4-oxadiazol-2-yl]-3-fluoro-piperidine-1-carboxylate C(C)(C)(C)OC(=O)N[C@H]1CSC2=C(NC1=O)C=C(C=C2)C2=NN=C(O2)C2CC(CN(C2)C(=O)[O-])F